P(=O)(O)(O)O.N1C(=NC=C1)F imidazolyl fluoride phosphate